CN1N=C(C=C1)C1=CC(=NC(=N1)C=1C=NC=CC1)N1CCC(CC1)CO (1-(6-(1-methyl-1H-pyrazol-3-yl)-2-(pyridin-3-yl)pyrimidin-4-yl)piperidin-4-yl)methanol